methyl (S)-7-(2-(hydroxymethyl)pyrrolidin-1-yl)heptanoate OC[C@H]1N(CCC1)CCCCCCC(=O)OC